2-amino-4-oxo-5-phenyl-4,5-dihydrofuran-3-yl-5-d phenylmethanesulfonate C1(=CC=CC=C1)CS(=O)(=O)OC1=C(OC(C1=O)([2H])C1=CC=CC=C1)N